COC(C1=C(C=CC(=C1)NS(=O)(=O)CCC)C)=O 2-methyl-5-(propylsulfonylamino)benzoic acid methyl ester